3-chloro-4-mercapto-N-(pyridin-3-ylmethyl)picolinamide ClC=1C(=NC=CC1S)C(=O)NCC=1C=NC=CC1